2-(methylthio)-8-(4-nitrophenyl)-7-oxo-7,8-dihydropyrido[2,3-d]pyrimidin-5-yl trifluoromethanesulfonate FC(S(=O)(=O)OC1=CC(N(C=2N=C(N=CC21)SC)C2=CC=C(C=C2)[N+](=O)[O-])=O)(F)F